N[C@@H](CC(N)=O)C(=O)O E-asparagine